1-(10-octylphenothiazin-3-yl)-1-octyl ketone C(CCCCCCC)N1C2=CC=CC=C2SC=2C=C(C=CC12)C(CCCCCCC)C(=O)C(CCCCCCC)C=1C=CC=2N(C3=CC=CC=C3SC2C1)CCCCCCCC